NC1=NC=CC=C1C1=NC=2C(=NC(=CC2)C2=CC=C(C=C2)C#N)N1C1=CC=C(CN2CCC(CC2)NC2=NC=CC(=N2)C#N)C=C1 2-((1-(4-(2-(2-aminopyridin-3-yl)-5-(4-cyanophenyl)-3H-imidazo[4,5-b]pyridin-3-yl)benzyl)piperidin-4-yl)amino)pyrimidine-4-carbonitrile